BrC=1C=C(C=C(C1)NS(=O)(=O)C)NC(=O)C=1C=NN(C1)C1=NC=C(C=C1)F N-(3-bromo-5-(methylsulfonamido)phenyl)-1-(5-fluoropyridin-2-yl)-1H-pyrazole-4-carboxamide